(R)-(1-(4-(2-formylphenyl)thiophen-2-yl)ethyl)carbamic acid tert-butyl ester C(C)(C)(C)OC(N[C@H](C)C=1SC=C(C1)C1=C(C=CC=C1)C=O)=O